Cl.NCC(C1=CC(=CC=C1)Cl)NC1=NC(=CC=C1C(=O)OCC)N1C=NC2=C1C=C(C(=C2)OC)OC ethyl 2-[[2-amino-1-(3-chlorophenyl)ethyl] amino]-6-(5,6-dimethoxybenzimidazol-1-yl)pyridine-3-carboxylate hydrochloride